NC1=C(C=CC=C1)C1=C(C=C(C(=C1)F)C(=O)NC=1C=NC(=C(C1)Cl)N1N=CC=N1)Cl 2'-amino-2-chloro-N-(5-chloro-6-(2H-1,2,3-triazol-2-yl)pyridin-3-yl)-5-fluoro-[1,1'-biphenyl]-4-carboxamide